di-tert-butyl (2S,4S)-2-(3-((naphthalen-2-ylsulfonyl)oxy)propyl)-4-(tritylamino)pentanedioate C1=C(C=CC2=CC=CC=C12)S(=O)(=O)OCCC[C@H](C(=O)OC(C)(C)C)C[C@@H](C(=O)OC(C)(C)C)NC(C1=CC=CC=C1)(C1=CC=CC=C1)C1=CC=CC=C1